Ethyl (2S,4S)-4-(2-(3-(4-amino-3-chlorobenzamido)-2-oxopyridin-1(2H)-yl)propanamido)-1-((E)-4-(benzylamino)-4-oxobut-2-enoyl)pyrrolidine-2-carboxylate NC1=C(C=C(C(=O)NC=2C(N(C=CC2)C(C(=O)N[C@H]2C[C@H](N(C2)C(\C=C\C(=O)NCC2=CC=CC=C2)=O)C(=O)OCC)C)=O)C=C1)Cl